1,3-bis(4-methoxyphenyl)prop-2-yn-1-one COC1=CC=C(C=C1)C(C#CC1=CC=C(C=C1)OC)=O